C(C1=CC=CC=C1)C1C(=O)OCCCC1 monobenzyl-ε-caprolactone